2-(piperidin-1-yl)aniline hydrochloride Cl.N1(CCCCC1)C1=C(N)C=CC=C1